BrC=1C=C2CCN(C2=CC1F)C(=O)OC(C)(C)C tert-butyl 5-bromo-6-fluoroindoline-1-carboxylate